C1CCC2=CC(=CC=C12)C(C)=NNC=1SC=C(N1)C1=CC=CC=C1 2-[2-(1-(2,3-Dihydro-1H-inden-5-yl)ethylidene)hydrazinyl]-4-phenylthiazole